C(C=C)C1=C(C2=C(OC(OC2=O)(C)C)C=C1C)O 6-Allyl-5-hydroxy-2,2,7-trimethyl-4H-benzo[d][1,3]dioxin-4-one